2'-(4-fluorobenzyl)-1'-oxo-1',4'-dihydro-2'H-spiro[cyclopentane-1,3'-isoquinoline]-4'-carboxylic acid FC1=CC=C(CN2C(C3=CC=CC=C3C(C23CCCC3)C(=O)O)=O)C=C1